N,N-diethyl-3,4,5-trimethylaniline C(C)N(C1=CC(=C(C(=C1)C)C)C)CC